S1C=NC2=C1C=C(C=C2)NC2=NC1=C(N2C)C=C(C=C1)C=1C(CC(NN1)=O)C 6-(2-(benzo[d]thiazol-6-ylamino)-1-methyl-1H-benzo[d]imidazol-6-yl)-5-methyl-4,5-dihydropyridazin-3(2H)-one